N1CCSCC1 thiamorpholin